FC=1C=C(C=C(C1)F)[C@@H]1CC[C@H]2OC3(C(N21)=O)CC(C3)OC3=NC=NC(=C3)F (1s,3S,5'S,7a'R)-5'-(3,5-difluorophenyl)-3-((6-fluoropyrimidin-4-yl)oxy)tetrahydro-3'H-spiro[cyclobutane-1,2'-pyrrolo[2,1-b]oxazol]-3'-one